FC(C(=O)O)(F)F.NC/C(/COC1=C(C=C(C=C1)C(=O)N1CC2=CC=CC=C2CC1)F)=C\F (E)-(4-((2-aminomethyl-3-fluoroallyl)oxy)-3-fluorophenyl)-(3,4-dihydroisoquinolin-2(1H)-yl)methanone trifluoroacetate